NC1(COC1)C(=O)O 3-AMINOOXETANE-3-CARBOXYLIC ACID